5-(methoxymethyl)-5-methyl-7-(1-methylpyrazol-3-yl)-2-methylsulfinyl-6H-pyrrolo[2,3-d]pyrimidine COCC1(CN(C=2N=C(N=CC21)S(=O)C)C2=NN(C=C2)C)C